(2-(7-(2-(4-amino-1H-pyrazol-1-yl)ethoxy)-1-(cyclopropylmethyl)-1H-indol-2-yl)-4-methoxy-3-methylpyrazolo[1,5-a]pyridin-6-yl)((3r,5r)-3-amino-5-fluoropiperidin-1-yl)methanone NC=1C=NN(C1)CCOC=1C=CC=C2C=C(N(C12)CC1CC1)C1=NN2C(C(=CC(=C2)C(=O)N2C[C@@H](C[C@H](C2)F)N)OC)=C1C